C(C)OC(=O)C1CC2=CC=C(C=C2C1)Br 5-bromo-2,3-dihydro-1H-indene-2-carboxylic acid ethyl ester